4-((cyclopentyloxy)methyl)-5-(3,5-dimethoxy-4-methylphenyl)-6-methylpyridin-2-amine C1(CCCC1)OCC1=CC(=NC(=C1C1=CC(=C(C(=C1)OC)C)OC)C)N